CN(CCNC(NC1=CC=C(C=C1)C=1C=CC2=C(N(C(=N2)C)C=2C=C(C=CC2)NS(=O)(=O)C2CC2)C1)=O)C N-(3-(6-(4-(3-(2-(dimethylamino)ethyl)ureido)phenyl)-2-methyl-1H-benzo[d]imidazol-1-yl)phenyl)cyclopropanesulfonamide